2-(4-(piperazin-1-ylmethyl)piperidin-1-yl)acetic acid tert-butyl ester C(C)(C)(C)OC(CN1CCC(CC1)CN1CCNCC1)=O